OC(CN(CCCNC(OC(C)(C)C)=O)CC(CCCCCCCCCC)O)CCCCCCCCCC tert-butyl N-{3-[bis(2-hydroxydodecyl)amino]propyl}carbamate